OC1=C(C(=O)C2=CC=CC=C2)C=CC(=C1O)O 2,3,4-trihydroxy-benzophenone